FC1=C(C=CC(=C1NC(CC1=CC=CC=C1)=O)F)NC(C1=CC=CC=C1)=O N-(2,4-difluoro-3-(2-phenylacetylamino)phenyl)benzamide